ClC1=CC=C(C=C1)[C@@H]1CCC2=NN=C(N21)C=2C=C1C(=NC2)NN=C1C (S)-5-(5-(4-chlorophenyl)-6,7-dihydro-5H-pyrrolo[2,1-c][1,2,4]triazol-3-yl)-3-methyl-1H-pyrazolo[3,4-b]pyridine